CC1(CCN(CC1)C=1N(C(C2=CC(=CC(=C2C1)C(C)NC1=C(C(=O)O)C=CC=C1)C)=O)C)C 2-((1-(3-(4,4-dimethylpiperidin-1-yl)-2,7-dimethyl-1-oxo-1,2-dihydroisoquinolin-5-yl)ethyl)amino)benzoic acid